(R)-2-((1-(2-(4-(ethoxymethyl)piperidin-1-yl)-3,7-dimethyl-4-oxo-4H-pyrido[1,2-a]pyrimidin-9-yl)ethyl)amino)benzoic acid C(C)OCC1CCN(CC1)C=1N=C2N(C(C1C)=O)C=C(C=C2[C@@H](C)NC2=C(C(=O)O)C=CC=C2)C